sodium methanthiol CS.[Na]